C(C)OC(C1=C(C=C(C(=C1)O)NC(C1=CC(=CC(=C1)O)C(NC1=C(C=C(C(=C1)O)C(=O)OCC)O)=O)=O)O)=O 4-(3-(4-(ethoxycarbonyl)-2,5-dihydroxyphenylcarbamoyl)-5-hydroxybenzamido)-2,5-dihydroxybenzoic acid ethyl ester